CC([C@@H](C(=O)N1[C@@H]([C@H]2C([C@H]2C1)(C)C)C(=O)OC(C)(C)C)NC1=NC(=CN=C1)C(F)(F)F)(C)C tert-butyl (1R,2S,5S)-3-[(2S)-3,3-dimethyl-2-[[6-(trifluoromethyl)pyrazin-2-yl]amino]butanoyl]-6,6-dimethyl-3-azabicyclo[3.1.0]hexane-2-carboxylate